O=C(CCC)CCC 4-oxoheptane